1,1,1,2,2-pentadeutero-2-iodo-ethane [2H]C(C(I)([2H])[2H])([2H])[2H]